3-(5-chloro-6-methyl-2,3-dihydrobenzofuran-2-yl)benzonitrile ClC=1C(=CC2=C(CC(O2)C=2C=C(C#N)C=CC2)C1)C